FC=1OC2=C(C1)C=C(C=C2C=2C=C(CNS(=O)C(C)(C)C)C=CC2)CO N-(3-(2-fluoro-5-(hydroxymethyl)benzofuran-7-yl)benzyl)-2-methylpropan-2-sulfinamide